ClC1=C(C(=O)[O-])C(=CC=C1C)F 2-chloro-6-fluoro-3-methylbenzoate